FC1=C(C(=CC=C1OC)N1N=NC(=C1)C)CNC(=O)C=1C(=NN(C1)CC=1C=C2CN(CC2=CC1)C(C)C)COC N-{[2-Fluoro-3-methoxy-6-(4-methyl-1,2,3-triazol-1-yl)phenyl]methyl}-1-[(2-isopropyl-1,3-dihydroisoindol-5-yl)methyl]-3-(methoxymethyl)pyrazole-4-carboxamide